FC(OC1=CC=CC=2C(N=C3C=4N([C@@H](C21)C3)C3=C(N4)C=CC(=C3)C=3C=NC(=NC3)C(C)(C)O)=O)F (7R,14R)-1-(difluoromethoxy)-11-[2-(2-hydroxypropan-2-yl)pyrimidin-5-yl]-5-oxo-5,14-dihydro-7,14-methanobenzimidazo[1,2-b][2,5]benzodiazocin